BrC1=NC(=NC=C1)OCC1=CC=C(C=C1)N1N=NC=C1 4-bromo-2-[[4-(triazol-1-yl)phenyl]methoxy]pyrimidine